BrC1=CN=C(S1)C(=O)OC methyl 5-bromo-1,3-thiazole-2-carboxylate